FC1([C@H](OC1)[C@]1(CN(CC1)CC1=NC=CC=C1)CCC1=CC=C(C#N)C=C1)F |o1:2| 4-(2-((R)-3-((R or S)-3,3-difluorooxetan-2-yl)-1-(pyridin-2-ylmethyl)pyrrolidin-3-yl)ethyl)benzonitrile